5-(2,2'',6,6''-tetraphenyl-[4,2':6',4''-terpyridin]-4'-yl)benzonitrile C1(=CC=CC=C1)C1=NC(=CC(=C1)C1=NC(=CC(=C1)C=1C=CC=C(C#N)C1)C1=CC(=NC(=C1)C1=CC=CC=C1)C1=CC=CC=C1)C1=CC=CC=C1